BrC1=CC=C(C=C1)[C@@H](C(F)(F)F)N(C(=O)C1OCCCC1)C N-[(1S)-1-(4-bromophenyl)-2,2,2-trifluoroethyl]-N-methyloxane-2-carboxamide